2,6-dihydroxyanthracene, hydrochloride Cl.OC1=CC2=CC3=CC=C(C=C3C=C2C=C1)O